(3-Aminobenzoyl)-L-alanine methyl ester COC([C@@H](NC(C1=CC(=CC=C1)N)=O)C)=O